N(=[N+]=[N-])[C@H](C(=O)N1[C@@H](C[C@H](C1)O)C(=O)NC)C(C)C (2S,4r)-1-[(2S)-2-azido-3-methyl-butyryl]-4-hydroxy-N-methyl-pyrrolidine-2-carboxamide